C(CCCCCCCCCCCCCCCCC)OCCOCCO diethylene glycol mono-octadecyl ether